C(C)OCCN1C2=C(OCC1)C(=CC(=C2)C(=O)[O-])C=2SC(=CN2)C 4-(2-ethoxyethyl)-8-(5-methylthiazol-2-yl)-3,4-dihydro-2H-benzo[b][1,4]oxaAzine-6-carboxylate